O[C@@H]1CN(CC1)C1=C(C=C(C=C1)C(F)(F)F)NS(=O)(=O)C=1C=C(C(=O)OC)C=CC1OC (S)-methyl 3-(N-(2-(3-hydroxypyrrolidin-1-yl)-5-(trifluoromethyl) phenyl) sulfamoyl)-4-methoxybenzoate